C(C)OP(=O)(OCC)CSC1CN(C1)C(=O)OC(C)(C)C tert-butyl 3-(diethoxyphosphorylmethylsulfanyl)azetidine-1-carboxylate